N-(2-(2-hydroxyethoxy)ethyl)-2-((2-(1-methyl-2,6-dioxopiperidin-3-yl)-1,3-dioxoisoindolin-4-yl)oxy)acetamide methyl-2-bromo-2-(3-fluoro-5-isopropyl-2-(trifluoromethyl)phenyl)acetate COC(C(C1=C(C(=CC(=C1)C(C)C)F)C(F)(F)F)Br)=O.OCCOCCNC(COC1=C2C(N(C(C2=CC=C1)=O)C1C(N(C(CC1)=O)C)=O)=O)=O